1-(tert-butyl) 2-methyl 5-chloro-1H-indole-1,2-dicarboxylate ClC=1C=C2C=C(N(C2=CC1)C(=O)OC(C)(C)C)C(=O)OC